ClC=1C=C(OC=2C=CC(=NC2)NC(=O)C2=CN(C(C=C2)=O)C(C)C)C=CC1 N-[5-(3-chlorophenoxy)pyridin-2-yl]-6-oxo-1-(propane-2-yl)-1,6-dihydropyridine-3-carboxamide